C(C)(C)(C)OC(=O)N1CC2(C1)CC(C2)N2CCN(CC2)C2=CC(=C(C=C2)C(N(C)CCCOC)=O)Cl tert-butyl-6-(4-(3-chloro-4-((3-methoxypropyl)(methyl)carbamoyl)phenyl)piperazin-1-yl)-2-azaspiro[3.3]heptane-2-carboxylate